2-[(4-[(2-acetamidopyridin-4-yl)oxy]-3-fluorophenyl)amino]-N-(tetrahydro-2H-pyran-4-yl)pyridine-3-carboxamide C(C)(=O)NC1=NC=CC(=C1)OC1=C(C=C(C=C1)NC1=NC=CC=C1C(=O)NC1CCOCC1)F